NC=1C=C(C=CC1C(CCN1C(N(C2=CC=CC=C2C1=O)C)=O)=O)C1(C(NC2=CC=CC=C12)=O)CCN1C(N(C2=CC=CC=C2C1=O)C)=O 3-(2-(3-(3-amino-4-(3-(1-methyl-2,4-dioxo-1,4-dihydroquinazolin-3(2H)-yl)propanoyl)phenyl)-2-oxoindolin-3-yl)ethyl)-1-methylquinazoline-2,4(1H,3H)-dione